FC1(CNCCC1CCNC(=O)C=1C=C(C2=C(C(CO2)C2=CC=CC=C2)C1)C(=O)NC)F N5-(2-(3,3-Difluoropiperidin-4-yl)ethyl)-N7-methyl-3-phenyl-2,3-dihydrobenzofuran-5,7-dicarboxamid